CC(C=O)=CCCC(C)C 2,6-dimethylheptenal